2,5-dichloro-4-(bis(2-isopropylphenyl)phosphino)-3-thiophenesulfonic acid ClC=1SC(=C(C1S(=O)(=O)O)P(C1=C(C=CC=C1)C(C)C)C1=C(C=CC=C1)C(C)C)Cl